isopropyl ((S)-(((R)-1-((2S,3S,5R)-5-(5-fluoro-2,4-dioxo-3,4-dihydropyrimidin-1(2H)-yl)-3-hydroxytetrahydrofuran-2-yl)allyl)oxy)(naphthalen-1-yloxy)phosphoryl)-L-alaninate FC=1C(NC(N(C1)[C@H]1C[C@@H]([C@H](O1)[C@@H](C=C)O[P@](=O)(OC1=CC=CC2=CC=CC=C12)N[C@@H](C)C(=O)OC(C)C)O)=O)=O